2-(2-bromoethoxy)pyrene methyl-4-(2-(2-aminopyridin-3-yl)-5-phenyl-3H-imidazo[4,5-b]pyridin-3-yl)benzoate COC(C1=CC=C(C=C1)N1C(=NC=2C1=NC(=CC2)C2=CC=CC=C2)C=2C(=NC=CC2)N)=O.BrCCOC2=CC1=CC=C3C=CC=C4C=CC(=C2)C1=C43